C(CCCCCCCCC)(=O)C1=C(C=CC=C1[C@H]1[C@@H](COCC1)CN(C)C)[O-] Decanoyl-3-[(3R,4R)-3-(dimethylaminomethyl)tetrahydropyran-4-yl]phenolate